3-Hydroxy-N-(o-tolyl)-4-[(2,4,5-trichlorophenyl)azo]naphthalin-2-carboxamid OC=1C(=CC2=CC=CC=C2C1N=NC1=C(C=C(C(=C1)Cl)Cl)Cl)C(=O)NC1=C(C=CC=C1)C